ClCC(C[C@@]1(N(C[C@H](C1)OC)C(=O)OC(C)(C)C)C(=O)OC)=C 1-(tert-butyl) 2-methyl (2S,4S)-2-(2-(chloromethyl)allyl)-4-methoxy-pyrrolidine-1,2-dicarboxylate